n-methyl-4-(3a-(((5-methyl-2-oxo-1,3-dioxol-4-yl)methoxy)amino)-6-oxo-3a,4,5,6-tetrahydropyrano[2,3-c]pyrazol-3-yl)benzenesulfonamide CNS(=O)(=O)C1=CC=C(C=C1)C=1C2(C(=NN1)OC(CC2)=O)NOCC=2OC(OC2C)=O